BrC1=C(C(=CC(=C1)C(C(F)(F)F)(C(F)(F)F)F)C(F)(F)F)NC(=O)C=1C(=C(C=CC1)N(C(C1=CC(=NC=C1)Cl)=O)C(C)C1CC1)F N-(3-((2-bromo-4-(perfluoropropan-2-yl)-6-(trifluoromethyl)phenyl)carbamoyl)-2-fluorophenyl)-2-chloro-N-(1-cyclopropylethyl)isonicotinamide